2-chloro-5-(dimethylaminocarbonyl)-4-hydroxybenzene-1-sulfonyl chloride ClC1=C(C=C(C(=C1)O)C(=O)N(C)C)S(=O)(=O)Cl